ClC=1C=CC(=NC1)C(=O)C=1C=NN(C1)C1=C(C=C(C=C1)NC(OC)=O)[N+](=O)[O-] Methyl (4-(4-(5-chloropicolinoyl)1H-pyrazol-1-yl)-3-nitrophenyl)carbamate